(3-((1R,4R)-4-(Dimethylcarbamoyl)-cyclohexyl)-1,2,3-oxadiazol-3-ium-5-yl)((3-(2-(o-tolyl)acetamido)-5-(trifluoromethyl)phenyl)-carbamoyl)amide CN(C(=O)C1CCC(CC1)[N+]1=NOC(=C1)[N-]C(NC1=CC(=CC(=C1)C(F)(F)F)NC(CC1=C(C=CC=C1)C)=O)=O)C